ClC1=C(C=C(C=C1C)F)[C@@H]1NCC[C@@H]1C(=O)OC methyl (2R,3S)-2-(2-chloro-5-fluoro-3-methyl-phenyl)pyrrolidine-3-carboxylate